hafnium phosphorus oxide [P]=O.[Hf]